4-fluoro-N-[(1R,3S)-3-{[2-(trifluoromethyl)quinazolin-4-yl]amino}cyclohexyl]benzamide FC1=CC=C(C(=O)N[C@H]2C[C@H](CCC2)NC2=NC(=NC3=CC=CC=C23)C(F)(F)F)C=C1